N-benzyl-3-chloro-N-(2-(((1R,2R,4S)-7-cyano-7-azabicyclo[2.2.1]heptan-2-yl)amino)-2-oxoethyl)benzamide C(C1=CC=CC=C1)N(C(C1=CC(=CC=C1)Cl)=O)CC(=O)N[C@H]1[C@H]2CC[C@@H](C1)N2C#N